C1(CC1)C=1C(=C(OC=2N=C3N(C=CC=N3)C2C(=O)OCC)C=CC1)F Ethyl 2-(3-cyclopropyl-2-fluorophenoxy)imidazo[1,2-a]pyrimidine-3-carboxylate